C(#N)C(C(=O)OCC)=COCC 1-ethyl 2-cyano-3-ethoxyacrylate